C[NH3+].[IH2+].[Pb+2] lead iodonium methylammonium salt